tert-butyl (2-((6-(((5-bromo-7-((2-(trimethylsilyl)ethoxy)methyl)-7H-pyrrolo[2,3-d]pyrimidin-4-yl)amino)methyl)pyridin-2-yl)(methyl)amino)ethyl)(methyl)carbamate BrC1=CN(C=2N=CN=C(C21)NCC2=CC=CC(=N2)N(CCN(C(OC(C)(C)C)=O)C)C)COCC[Si](C)(C)C